(R)-tert-butyl-methyl (piperidin-3-yl)carbamate N1C[C@@H](CCC1)NC(OCC(C)(C)C)=O